(1R,4S)-2-(3-ethoxyphenyl)-7,7-dimethyl-2-azabicyclo[2.2.2]octan-5-one C(C)OC=1C=C(C=CC1)N1[C@@H]2CC([C@H](C1)CC2(C)C)=O